O=C1NC(CCC1C1=NC=CC=C1CN1CCN(CC1)C1=CC=C(C=C1)NC1=NC=C(C(=N1)NCC=1C(=NC=CN1)N(S(=O)(=O)C)C)C(F)(F)F)=O N-(3-(((2-((4-(4-((2-(2,6-dioxopiperidin-3-yl)pyridin-3-yl)methyl)piperazin-1-yl)phenyl)amino)-5-(trifluoromethyl)pyrimidin-4-yl)amino)methyl)pyrazin-2-yl)-N-methylmethanesulfonamide